C(CCCCCCCCCCCCCCCCC)(=O)OC[C@@H](OC(CCCCCCCCCCCCC)=O)COP(=O)([O-])OCC[N+](C)(C)C 1-stearoyl-2-myristoyl-sn-glycero-3-Phosphocholine